5-((1-methyl-1H-pyrazol-3-yl)methoxy)isoindolin-1-one CN1N=C(C=C1)COC=1C=C2CNC(C2=CC1)=O